C1(CC1)S(=O)(=O)NC1=NC=CC(=N1)C1(CCC(CC1)=O)C(=O)NC1=NC=C(C=C1)C1=NC(=CN=C1)OCC 1-(2-(Cyclopropanesulfonamido)pyrimidin-4-yl)-N-(5-(6-ethoxypyrazin-2-yl)pyridin-2-yl)-4-oxocyclohexanecarboxamide